dl-p-(N-propyl-N-2-hydroxypropyl-sulfamoyl)benzoic acid C(CC)N(S(=O)(=O)C1=CC=C(C(=O)O)C=C1)CC(C)O